(4R,5R,7R,8R)-7-(hydroxymethyl)-5-(4-methyl-5-(thiophen-2-yl)-7H-pyrrolo[2,3-d]pyrimidin-7-yl)-1,6-dioxaspiro[3.4]octane-8-ol OC[C@H]1O[C@H]([C@@]2(CCO2)[C@@H]1O)N1C=C(C2=C1N=CN=C2C)C=2SC=CC2